1-(6-Chloropyridin-3-yl)-5-hydroxy-1,6-dihydropyridazin-3(2H)-one ClC1=CC=C(C=N1)N1NC(C=C(C1)O)=O